(4-(4-(benzo[d]thiazol-5-ylamino)quinolin-6-yl)-3-fluorophenyl)(piperidin-1-yl)methanone S1C=NC2=C1C=CC(=C2)NC2=CC=NC1=CC=C(C=C21)C2=C(C=C(C=C2)C(=O)N2CCCCC2)F